3-(5-bromopyridin-2-yl)prop-2-yn-1-ol BrC=1C=CC(=NC1)C#CCO